2-bromo-5-[[5-chloro-4-(cyclopentylamino)pyrimidin-2-yl]amino]-3-methyl-benzoic acid methyl ester COC(C1=C(C(=CC(=C1)NC1=NC=C(C(=N1)NC1CCCC1)Cl)C)Br)=O